(3aR,5s,6aS)-5-(methylamino)hexahydrocyclopenta[c]pyrrole-2(1H)-carboxylic acid tert-butyl ester C(C)(C)(C)OC(=O)N1C[C@@H]2[C@H](C1)CC(C2)NC